CC1=C(OC=2CCC3=CN(N=C3C21)CC2CCC(CC2)=O)C(=O)O 8-methyl-2-[(Oxocyclohexan-4-yl)methyl]-4,5-dihydro-2H-furo[2,3-g]indazole-7-carboxylic acid